COC(=O)C1=NC=C(C=C1SCC)CC#N 5-(cyanomethyl)-3-ethylsulfanyl-pyridine-2-carboxylic acid methyl ester